3-(3-(cyclopropylmethyl)-7-((1-methylpiperidin-4-yl)amino)thieno[2,3-c]pyridin-2-yl)prop-2-yn C1(CC1)CC1=C(SC2=C(N=CC=C21)NC2CCN(CC2)C)C#CC